(2s,4s)-2-(4-(4-fluoro-3-methylphenyl)piperidine-1-carbonyl)-7-oxa-5-azaspiro[3.4]octan-6-one FC1=C(C=C(C=C1)C1CCN(CC1)C(=O)C1CC2(C1)NC(OC2)=O)C